5-(2-chloropyrimidin-4-yloxy)-4-phenylthiazol-2-amine ClC1=NC=CC(=N1)OC1=C(N=C(S1)N)C1=CC=CC=C1